6-trifluoromethyl-1-((dimethylamino)-(morpholino)methylene)-1H-benzotriazolium FC(C=1C=CC2=C([N+](N=N2)=C(N2CCOCC2)N(C)C)C1)(F)F